ClC1=CC=C(C2=C1C=C(O2)F)COC2=CC=CC(=N2)C2CCC(CC2)CC(=O)N 2-(4-(6-((4-chloro-2-fluorobenzofuran-7-yl)methoxy)pyridin-2-yl)cyclohexyl)acetamide